NC1=NC=CC=C1C1=NC=2C(=NC(=CC2)C2=CC=CC=C2)N1C1=CC=C(CNC(C2=CC=C(C=C2)[N+](=O)[O-])=O)C=C1 N-(4-(2-(2-aminopyridin-3-yl)-5-phenyl-3H-imidazo[4,5-b]pyridin-3-yl)benzyl)-4-nitrobenzamide